3-(6-bromopyridin-2-yl)-6-chloroimidazo[1,2-a]Pyrazine BrC1=CC=CC(=N1)C1=CN=C2N1C=C(N=C2)Cl